C1(=CC=CC=C1)CCS(=O)(=O)OC1=CC=C(C=C1)NC(NC1=CC=C(C=C1)OS(=O)(=O)CCC1=CC=CC=C1)=O bis-[4-(phenylethansulfonyloxy)phenyl]urea